n-Eicosyl alcohol C(CCCCCCCCCCCCCCCCCCC)O